6-[2-(Dimethylamino)-1-hydroxyethyl]-4-(trifluoromethyl)-2,3-dihydroisoindol-1-one CN(CC(O)C1=CC(=C2CNC(C2=C1)=O)C(F)(F)F)C